2-chloro-4-(2-chlorophenyl)-6-phenyl-1,3,5-triazine ClC1=NC(=NC(=N1)C1=C(C=CC=C1)Cl)C1=CC=CC=C1